C(C1=CC=CC=C1)=NCCC[Si](OCC)(OCC)OCC N-benzylidene-3-(triethoxysilyl)propan-1-amine